(R)-4-(2-((2-(5-Fluoropyridin-3-yl)-2-hydroxyethyl)amino)-2-methyl-propyl)-N,N-dimethylpiperidine-1-carboxamide dihydrochloride Cl.Cl.FC=1C=C(C=NC1)[C@H](CNC(CC1CCN(CC1)C(=O)N(C)C)(C)C)O